1-(4-tert-butylbenzenesulfonyl)-1H-indole-3-carbaldehyde C(C)(C)(C)C1=CC=C(C=C1)S(=O)(=O)N1C=C(C2=CC=CC=C12)C=O